(3R,4R)-4-{[5-(2,4-difluoro-phenyl)-isoxazole-3-carbonyl]-amino}-1-spiro[3.3]hept-2-yl-piperidine-3-carboxylic acid dimethylamide CN(C(=O)[C@@H]1CN(CC[C@H]1NC(=O)C1=NOC(=C1)C1=C(C=C(C=C1)F)F)C1CC2(C1)CCC2)C